C1(=CC=C(C=C1)N=C(C)CC(C)C)N=C(C)CC(C)C N,N'-(1,4-phenylene)bis(4-methylpentan-2-imine)